F[C@H]1[C@@H]2CCC[C@H](C[C@H]1O)N2C(=O)OC(C)(C)C |r| rac-tert-butyl (1S,2S,3R,5R)-2-fluoro-3-hydroxy-9-azabicyclo[3.3.1]nonane-9-carboxylate